NC1=C2NC(N(C2=NC(=N1)S(=O)CC)CC1=CC=C(C=C1)F)=O 6-amino-2-ethylsulfinyl-9-[(4-fluorophenyl)methyl]-7H-purin-8-one